ethylene glycol pimelate C(CCCCCC(=O)O)(=O)O.C(CO)O